1-((2S,5R)-5-((3-(2,2-difluorocyclopropyl)-1H-pyrrolo[2,3-b]pyridin-4-yl)amino)-2-methylpiperidin-1-yl)prop-2-en-1-one FC1(C(C1)C1=CNC2=NC=CC(=C21)N[C@@H]2CC[C@@H](N(C2)C(C=C)=O)C)F